F[C@H]1[C@H](C1)C(=O)NC1=NC=C2C=C(C(=NC2=C1)OC)C=1C=NC(=CC1C)[C@H](CCC)O (1R,2R)-2-fluoro-N-(3-{6-[(1S)-1-hydroxybutyl]-4-methylpyridin-3-yl}-2-methoxy-1,6-naphthyridin-7-yl)cyclopropane-1-carboxamide